C(C)C1=C(C(=C(C2=CC=CC=C12)O)CCC)CCC ethyl-dipropylnaphthol